OC1(CCC(CC1)NC(=O)C1=NC=C(N=C1)OCC=1C(=NOC1C)C=1C=NC(=CC1)C)C N-(cis-4-hydroxy-4-methylcyclohexyl)-5-((5-methyl-3-(6-methylpyridin-3-yl)isoOxazol-4-yl)methoxy)pyrazine-2-carboxamide